CC1=C(C=NC=2OCCNC21)N2CC=1N=C(N=CC1CC2)NC2=CC(=NC=C2)N2CCOCC2 N-(7-{8-methyl-1H,2H,3H-pyrido[2,3-b][1,4]oxazin-7-yl}-5H,6H,7H,8H-pyrido[3,4-d]pyrimidin-2-yl)-2-(morpholin-4-yl)pyridin-4-amine